dimethyl adipate (dimethyl adipate) CC(C(=O)O)(CCCC(=O)O)C.C(CCCCC(=O)OC)(=O)OC